tert-butyl (4-benzyl-7-nitro-3-oxo-3,4-dihydroquinoxalin-2-yl)carbamate C(C1=CC=CC=C1)N1C(C(=NC2=CC(=CC=C12)[N+](=O)[O-])NC(OC(C)(C)C)=O)=O